[K].C1CCC2=C(C=3CCCC3C=C12)NC(=O)NS(=O)(=O)C[C@@]12/C(/CC(CC1)C2(C)C)=N/O N-((1,2,3,5,6,7-Hexahydro-s-indacen-4-yl)carbamoyl)-1-((1S,E)-2-(hydroxyimino)-7,7-dimethylbicyclo[2.2.1]heptan-1-yl)methanesulfonamide, Potassium Salt